4-(2-fluorophenyl)-7-(1-methyl-1H-imidazol-2-yl)-2-(2-(2-propenoyl)-2,6-diazaspiro[3.4]octan-6-yl)-5,6,7,8-tetrahydro-1,7-naphthyridine-3-carbonitrile FC1=C(C=CC=C1)C1=C(C(=NC=2CN(CCC12)C=1N(C=CN1)C)N1CC2(CN(C2)C(C=C)=O)CC1)C#N